N-(5-(4-isoprop-oxypyridin-2-yl)-1-methyl-1H-1,2,4-triazol-3-yl)-5-isopropyl-4-(trifluoro-methyl)pyridin-2-amine C(C)(C)OC1=CC(=NC=C1)C1=NC(=NN1C)NC1=NC=C(C(=C1)C(F)(F)F)C(C)C